(1S,3R,4S)-N-[(1S)-1-cyano-2-[(3R)-2-oxo-3-piperidyl]ethyl]-2-[(2S)-2-(2,5-difluoroanilino)propanoyl]-5,5-difluoro-2-azabicyclo[2.2.2]octane-3-carboxamide C(#N)[C@H](C[C@@H]1C(NCCC1)=O)NC(=O)[C@@H]1N([C@@H]2CC([C@H]1CC2)(F)F)C([C@H](C)NC2=C(C=CC(=C2)F)F)=O